ClC=1C=CC(=NC1)C=1N=C2N(C=CC=C2)C1CN1CC2CCC(C1)N2C(=O)C2=C(C=CC=C2)F (3-{[2-(5-Chloropyridin-2-yl)imidazo[1,2-a]pyridin-3-yl]methyl}-3,8-diazabicyclo[3.2.1]oct-8-yl)(2-fluorophenyl)methanon